CN1N=C(C(=C1)C=1C=NC=2CCN(CC2C1)C1=NC(=NC(=C1C)C)NCC(C)(O)C)C 1-((4-(3-(1,3-dimethyl-1H-pyrazol-4-yl)-7,8-dihydro-1,6-naphthyridin-6(5H)-yl)-5,6-dimethylpyrimidin-2-yl)amino)-2-methylpropan-2-ol